C1(=CC=CC=C1)C(CC1([Se]CCCC1)C1=CC=C(C=C1)Cl)C1=C(C=C(C=C1OC)OC)OC (2-phenyl-2-(2,4,6-trimethoxyphenyl)ethyl)(p-chlorophenyl)selenane